CCCCCCCCCCCCCCCCCC(=O)OCC(CC)(COCC(CC)(COC(=O)CCCCCCCCCCCCCCCCC)COC(=O)CCCCCCCCCCCCCCCCC)COC(=O)CCCCCCCCCCCCCCCCC Ditrimethylolpropane tetrastearate